(3R)-3-(1,4-dimethyl-1H-benzotriazol-5-yl)-3-[7-({[tris(propan-2-yl)silyl]oxy}methyl)-2,3-dihydro-1H-inden-5-yl]propanoic acid ethyl ester C(C)OC(C[C@H](C=1C=C2CCCC2=C(C1)CO[Si](C(C)C)(C(C)C)C(C)C)C1=C(C2=C(N(N=N2)C)C=C1)C)=O